6-(6-(difluoromethyl)imidazo[1,2-a]pyridin-3-yl)-N-((3R,4S)-4-(trifluoromethyl)pyrrolidin-3-yl)pyridin-2-amine FC(C=1C=CC=2N(C1)C(=CN2)C2=CC=CC(=N2)N[C@H]2CNC[C@@H]2C(F)(F)F)F